5,6-dimethyl-2-benzimidazolinone CC1=CC2=C(C=C1C)NC(=O)N2